S(C)(=O)(=O)O.CN1N=CN(C1)CCCCCCCCCCCC 1-methyl-4-dodecyl-1,2,4-triazole mesylate